ClC1=CC=C(C=C1)C=1C(N(C(C1C1=CC=C(C=C1)Cl)=O)C)=O 3,4-bis(4-chlorophenyl)-1-methyl-1H-pyrrole-2,5-dione